C1(CC1)C1=C(C(=NO1)C=1C=NC=CC1C(F)(F)F)C1=CC2(C1)CCN(CC2)C=2C=C1C(=CC=NC1=CC2)OC 6-(2-(5-Cyclopropyl-3-(4-(trifluoromethyl)pyridin-3-yl)isoxazol-4-yl)-7-azaspiro[3.5]non-1-en-7-yl)-4-methoxychinolin